tert-butyl ((S)-3-methyl-1-oxo-1-(((S)-1-oxo-1-((4-((((perfluorophenoxy)carbonyl)oxy)methyl)phenyl)amino)-5-ureidopentan-2-yl)amino)butan-2-yl)carbamate CC([C@@H](C(N[C@H](C(NC1=CC=C(C=C1)COC(=O)OC1=C(C(=C(C(=C1F)F)F)F)F)=O)CCCNC(=O)N)=O)NC(OC(C)(C)C)=O)C